N-(2-(2,6-dioxopiperidin-3-yl)-1-oxoisoindolin-5-yl)-2-methyl-3H-imidazo[4,5-b]pyridine-6-carboxamide O=C1NC(CCC1N1C(C2=CC=C(C=C2C1)NC(=O)C=1C=C2C(=NC1)NC(=N2)C)=O)=O